tert-butyl (S)-1-((2S,4R)-2-(((R)-2-Hydroxy-1-(4-(4-methylthiazol-5-yl) phenyl)ethyl)carbamoyl)-4-hydroxypyrrolidin-1-yl)-3,3-dimethyl-1-oxobutan-2-ylcarbamate OC[C@@H](C1=CC=C(C=C1)C1=C(N=CS1)C)NC(=O)[C@H]1N(C[C@@H](C1)O)C([C@H](C(C)(C)C)NC(OC(C)(C)C)=O)=O